dimethyl-pyrrolidine-3-carboxamide CC1N(CCC1C(=O)N)C